COC1=C(C(=CC=C1)OC)[Bi](C1=C(C=CC=C1OC)OC)C1=C(C=CC=C1OC)OC tris(2,6-dimethoxyphenyl)bismuth